[(4-hydroxy-1-methyl-7-phenoxy-isoquinoline-3-carbonyl)-amino]-acetic acid potassium salt [K+].OC1=C(N=C(C2=CC(=CC=C12)OC1=CC=CC=C1)C)C(=O)NCC(=O)[O-]